N-(4-((7-cyano-2-((1-(2-hydroxyethyl)-2-oxo-5-(trifluoromethyl)-1,2-dihydropyridin-3-yl)amino)-1-methyl-1H-imidazo[4,5-b]pyridin-6-yl)oxy)pyridin-2-yl)acetamide C(#N)C1=C2C(=NC=C1OC1=CC(=NC=C1)NC(C)=O)N=C(N2C)NC=2C(N(C=C(C2)C(F)(F)F)CCO)=O